2-Methyl-4-oxo-3-(trifluoromethyl)-2,4,5,6-tetrahydrocyclopenta[c]pyrrole-1-carboxylic acid ethyl ester C(C)OC(=O)C=1N(C(=C2C1CCC2=O)C(F)(F)F)C